N-[4-(11,12-Didehydrodibenzo[b,f]azocin-5(6H)-yl)-4-oxobutanoyl]glycylglycyl-L-prolyl-L-isoleucine C1=CC=CC=2N(CC3=C(C#CC21)C=CC=C3)C(CCC(=O)NCC(=O)NCC(=O)N3[C@@H](CCC3)C(=O)N[C@@H]([C@@H](C)CC)C(=O)O)=O